6-Bromo-3-cyclopropyl-[1,2,4]triazolo[4,3-a]pyrimidine BrC=1C=NC=2N(C1)C(=NN2)C2CC2